2-(1-(((2-(tert-butoxy)-2-oxoethyl)((((di-tert-butoxyphosphoryl)oxy)methoxy)carbonyl)amino)methyl)cyclopropyl)acetic acid C(C)(C)(C)OC(CN(C(=O)OCOP(=O)(OC(C)(C)C)OC(C)(C)C)CC1(CC1)CC(=O)O)=O